C(C)(C)(C)OC(=O)N1CC2C(CC1)OSO2.C(#N)C2(C1CCN(CC21)C(=O)OC(C)(C)C)C2=NOC=C2 tert-butyl 7-cyano-7-(isoxazol-3-yl)-3-azabicyclo[4.1.0]heptane-3-carboxylate Tert-butyl-tetrahydro-[1,3,2]dioxathiolo[4,5-c]pyridine-5(4H)-carboxylate